C(C)C1=C(C=CC(=C1F)F)[C@H]1[C@H](O[C@]([C@H]1C)(C(F)(F)F)C)C(=O)NC1=CC(=NC=C1)C(=O)N 4-[[(2S,3s,4s,5r)-3-(2-ethyl-3,4-difluoro-phenyl)-4,5-dimethyl-5-(trifluoromethyl)tetrahydrofuran-2-carbonyl]amino]pyridine-2-carboxamide